N-[4-[4-[4-[(2,6-difluorophenyl)methyl]-5-oxo-1,2,4-triazol-1-yl]phenoxy]-2-pyridyl]-3,3-dimethyl-butanamide FC1=C(C(=CC=C1)F)CN1C=NN(C1=O)C1=CC=C(OC2=CC(=NC=C2)NC(CC(C)(C)C)=O)C=C1